CN1C(N(C2=C1C=CC=C2)C2=CC(=CC=C2)OC2=CC=1N(C3=CC=CC=C3C1C=C2)C2=NC=CC=C2)=C=[Pt] 3-methyl-1-(3-{[9-(pyridin-2-yl)carbazol-2-yl]oxy}phenyl)-2,3-dihydro-1H-benzo[d]imidazol-2-ylidenecarbeneplatinum(II)